4-Hydroxy-4-methyl-piperidine-1-carboxylic acid (4-difluoromethoxy-7-morpholin-4-yl-thiazolo[4,5-c]pyridin-2-yl)-amide FC(OC1=NC=C(C2=C1N=C(S2)NC(=O)N2CCC(CC2)(C)O)N2CCOCC2)F